(R)-1-(1-(2,4-difluorophenyl)-1,2,3,4-tetrahydroisoquinoline-2-carbonyl)pyrrolidin-3-ylcarbamic acid tert-butyl ester C(C)(C)(C)OC(N[C@H]1CN(CC1)C(=O)N1C(C2=CC=CC=C2CC1)C1=C(C=C(C=C1)F)F)=O